1-chloro-4-(β-D-glucopyranos-1-yl)-2-(4-(S)-tetrahydrofuran-3-yloxy-benzyl)-benzene ClC1=C(C=C(C=C1)[C@]1(O)[C@H](O)[C@@H](O)[C@H](O)[C@H](O1)CO)CC1=CC=C(C=C1)OC1COCC1